CC1=CC=C(C=C1)C1=CC=CC(=N1)CN 6-(4-methylphenyl)-2-(aminomethyl)pyridine